(2S,4S)-3-methyl-2-((R)-2-phenyl-4,5-dihydrothiazol-4-yl)thiazolidine-4-carboxylic acid CN1[C@@H](SC[C@@H]1C(=O)O)[C@@H]1N=C(SC1)C1=CC=CC=C1